O1CC(C1)OC1=NC(=NC=C1C(F)(F)F)N[C@H]1CN(CCC1)C1=NC=NC=2C[C@H](CCC12)B(O)O ((S)-4-((R)-3-((4-(oxetan-3-yloxy)-5-(trifluoromethyl)pyrimidin-2-yl)amino)piperidin-1-yl)-5,6,7,8-tetrahydroquinazolin-7-yl)boronic acid